NCCC[Si](OCCC)(OCCC)OCCC 3-Aminopropyl(tripropoxysilan)